CNCCCCN1C2=CC(=CC=C2C=2C=CN=C(C12)C)OC N-methyl-4-(7-Methoxy-1-methyl-β-carbolin-9-yl)butylamine